COC=1C=C(CN2C=C(C=CC2=O)C2=NC(=NC(=C2)C(F)(F)F)S(=O)(=O)CCC(=O)N(C)C)C=CC1OC 3-((4-(1-(3,4-dimethoxybenzyl)-6-oxo-1,6-dihydropyridin-3-yl)-6-(trifluoromethyl)pyrimidin-2-yl)sulfonyl)-N,N-dimethylpropanamide